1-(5,6-difluoro-N-methyl-1H-indole-2-carboxamido)-8,9-difluoro-6-oxo-1,4,5,6-tetrahydro-2H-pyrano[3,4-c]isoquinolin-4-yl 2-ethylbutanoate C(C)C(C(=O)OC1OCC(C2=C1NC(C=1C=C(C(=CC21)F)F)=O)N(C(=O)C=2NC1=CC(=C(C=C1C2)F)F)C)CC